2-(4-(3-((7-(3-(tert-butyl)ureido)-6-(3,5-dimethoxyphenyl)pyrido[2,3-d]pyrimidin-2-yl)amino)propyl)piperazin-1-yl)acetic acid C(C)(C)(C)NC(NC=1C(=CC2=C(N=C(N=C2)NCCCN2CCN(CC2)CC(=O)O)N1)C1=CC(=CC(=C1)OC)OC)=O